(2S,4r)-1-[(2S)-2-(4-cyclopropyl-triazol-1-yl)-3,3-dimethyl-butyryl]-4-hydroxy-N-(4,5,6,7-tetrahydropyrazolo[1,5-a]pyridin-4-yl)pyrrolidine-2-carboxamide C1(CC1)C=1N=NN(C1)[C@H](C(=O)N1[C@@H](C[C@H](C1)O)C(=O)NC1C=2N(CCC1)N=CC2)C(C)(C)C